FC=1C=C2C(CC(C2=CC1F)=C(C#N)C#N)=O 2-(5,6-difluoro-3-oxo-2,3-dihydro-1H-indene-1-ylidene)malononitrile